(1S)-1,5-anhydro-1-[3-[[5-(4-fluorophenyl)-2-thienyl]-methyl]-4-methylphenyl]-D-glucitol hemihydrate O.FC1=CC=C(C=C1)C1=CC=C(S1)CC=1C=C(C=CC1C)[C@H]1[C@H](O)[C@@H](O)[C@H](O)[C@H](O1)CO.FC1=CC=C(C=C1)C1=CC=C(S1)CC=1C=C(C=CC1C)[C@H]1[C@H](O)[C@@H](O)[C@H](O)[C@H](O1)CO